5-[4-(1-ethyl-1H-imidazol-4-yl)-3-(trifluoromethyl)phenyl]-3,6-dihydro-2H-1,3,4-oxadiazin-2-one C(C)N1C=NC(=C1)C1=C(C=C(C=C1)C1=NNC(OC1)=O)C(F)(F)F